CN1CCC(CC1)CNC(=O)[C@@H]1CN(C[C@@H](C1)C)C1=C2C=CC=NC2=C(C=C1)C(F)(F)F cis-5-methyl-1-(8-trifluoromethyl-quinolin-5-yl)-piperidine-3-carboxylic acid (1-methyl-piperidin-4-ylmethyl)-amide